N1=CN=CC2=C1C1=C(S2)C=CC=C1 benzothieno[3,2-d]Pyrimidine